monon-butyl phosphate P(=O)(OCCCC)([O-])[O-]